1-(((4-(1H-pyrazol-1-yl)-6-(pyrrolidin-1-yl)-1,3,5-triazin-2-yl)amino)methyl)urea N1(N=CC=C1)C1=NC(=NC(=N1)N1CCCC1)NCNC(=O)N